ClC=1C(=C(C=CC1)NN1C(=CC=2C(NCCC21)=O)C2=C(C=NC=C2)OCC2=NC=CC=C2F)OC ((3-chloro-2-methoxyphenyl)amino)-2-(3-((3-fluoropyridin-2-yl)methoxy)pyridin-4-yl)-1,5,6,7-tetrahydro-4H-pyrrolo[3,2-c]pyridin-4-one